copper-indium sulphur (S)-1-((3,5-bis((1,3-dihydroxypropan-2-yl) carbamoyl) phenyl) amino)-1-oxo-propan-2-yl acetate C(C)(=O)O[C@H](C(=O)NC1=CC(=CC(=C1)C(NC(CO)CO)=O)C(NC(CO)CO)=O)C.[S].[In].[Cu]